C(C1=CC=CC=C1)N1C(C(C[C@H]1C)OCC1=CC=CC=C1)C 1-benzyl-2-methyl-(5R)-3-(benzyloxy)-5-methylpyrrolidine